N-[(5-cyclopropyl-6-fluoropyridin-2-yl)(phenyl)methyl]-1-{2-[4-(difluoromethyl)-1H-1,2,3-triazol-5-yl]acetyl}-4-fluoropyrrolidine-2-carboxamide C1(CC1)C=1C=CC(=NC1F)C(NC(=O)C1N(CC(C1)F)C(CC1=C(N=NN1)C(F)F)=O)C1=CC=CC=C1